2-chloro-3-methylsulfanyl-N-(1-methyltetrazol-5-yl)-4-(tri-fluoromethyl)benzamide ClC1=C(C(=O)NC2=NN=NN2C)C=CC(=C1SC)C(F)(F)F